ClC1=NC=2N(C(=C1)Cl)N=CC2C2CC2 5,7-dichloro-3-cyclopropylpyrazolo[1,5-a]pyrimidine